[OH-].C(C)(=O)[O-].[Co+2].[Ni+2] Nickel-cobalt acetate hydroxide